BrC1=CC(=C(C(=O)Cl)C=C1)C1=CCC2(CC2)CC1 4-bromo-2-{spiro[2.5]oct-5-en-6-yl}benzoyl chloride